ethyl (E)-3-(4-bromo-2,5-dimethoxyphenyl)-2-methylacrylate BrC1=CC(=C(C=C1OC)/C=C(/C(=O)OCC)\C)OC